3-carbamoyl-1-(2-((2-((3-chloro-2-fluorobenzyl)amino)-2-oxoethyl)(cyclopropyl)amino)-2-oxoethyl)-1H-pyrazolo[3,4-b]pyridine-5-carboxylic acid C(N)(=O)C1=NN(C2=NC=C(C=C21)C(=O)O)CC(=O)N(C2CC2)CC(=O)NCC2=C(C(=CC=C2)Cl)F